N-(3-((3-chloropropyl)sulfonamido)-4-hydroxyphenyl)-6-(4-(trifluoromethyl)phenyl)nicotinamide ClCCCS(=O)(=O)NC=1C=C(C=CC1O)NC(C1=CN=C(C=C1)C1=CC=C(C=C1)C(F)(F)F)=O